C(=C)C1=CC=C(C=C1)S(=O)(=O)[O-].C(C1=CC=CC=C1)[N+]1=CNC=C1 3-benzyl-1H-imidazolium 4-vinylbenzensulfonat